N-(1-(1H-indole-3-yl)hexane-2-yl)-6-(6-methyl-2,6-diazaspiro[3.3]heptane-2-yl)benzo[b]thiophene-2-carboxamide N1C=C(C2=CC=CC=C12)CC(CCCC)NC(=O)C1=CC2=C(S1)C=C(C=C2)N2CC1(C2)CN(C1)C